FC=1C=CC(=C(C=O)C1)I 5-fluoro-2-iodobenzaldehyde